ClC1=NC=2CCCCC2C(=N1)C1=CC(=CC2=CC=CC=C12)O 4-(2-chloro-5,6,7,8-tetrahydroquinazolin-4-yl)naphthalen-2-ol